3,5-Dimethyl-isoxazole-4-carboxylic acid {(R or S)-1-[4-methyl-5-(1-methyl-2-oxo-1,2,3,4-tetrahydro-quinolin-6-yl)-pyridin-3-yl]-ethyl}-amide CC1=C(C=NC=C1C=1C=C2CCC(N(C2=CC1)C)=O)[C@@H](C)NC(=O)C=1C(=NOC1C)C |o1:19|